O[C@@H](COC1=CC=C(C=C1)C(\C=C\C1=CC=CC=C1)=O)COC1=CC=C(C=C1)\C=C/C(C1=CC=CC=C1)=O (E)-1-[4-[(2R)-2-Hydroxy-3-[4-[(Z)-3-oxo-3-phenylprop-1-enyl]phenoxy]propoxy]phenyl]-3-phenylprop-2-en-1-one